1,3-dibutyl-2-methyl-4,9-dioxo-4,9-dihydro-1H-naphtho[2,3-d]imidazole C(CCC)N1C(N(C2=C1C(C1=CC=CC=C1C2=O)=O)CCCC)C